CCCCCCC(=O)OC(CCCCCC)=O C7-heptanoic anhydride